Tert-butyl (3R,5R)-7-(2-(4-fluorophenyl)-4-((4-(hydroxymethyl) phenyl) carbamoyl)-5-isopropyl-3-phenyl-1H-pyrrol-1-yl)-3,5-dihydroxyheptanoate FC1=CC=C(C=C1)C=1N(C(=C(C1C1=CC=CC=C1)C(NC1=CC=C(C=C1)CO)=O)C(C)C)CC[C@H](C[C@H](CC(=O)OC(C)(C)C)O)O